C(=O)(O)C([C@@H]1[C@H]([C@H]([C@@H](O1)N1C=NC=2C(N)=NC=NC12)O)O)O 5'-carboxy-adenosine